ClC=1C(=NC(=NC1)NC=1C=C2CCN(CC2=CC1)CCOC)OC1=C(C(=O)NC)C=CC=C1 2-((5-chloro-2-((2-(2-methoxyethyl)-1,2,3,4-tetrahydroisoquinolin-6-yl)amino)pyrimidin-4-yl)oxy)-N-methylbenzamide